2,3-dihydrothiazolo[4,5-b]Pyridine-6-carboxylic acid methyl ester COC(=O)C=1C=C2C(=NC1)NCS2